(1s,4s)-6'-bromo-4-(3-chloroanilino)-2',2'-difluoro-2'H-spiro[cyclohexane-1,5'-indeno[5,6-d][1,3]dioxole]-4-carboxylic acid methyl ester COC(=O)C1(CCC2(C(=CC3=CC=4OC(OC4C=C23)(F)F)Br)CC1)NC1=CC(=CC=C1)Cl